FC1=C(NC=2N(C(C(=CC2C(=O)OC)C=O)=O)C)C=CC(=C1)I methyl 2-(2-fluoro-4-iodoanilino)-5-formyl-1-methyl-6-oxopyridine-3-carboxylate